C(C)N1C2=NC=NC(=C2N=C1)N1CCOCC1 9-ethyl-9H-purin-6-yl-morpholine